2-(6-(((R)-1-(3-(difluoromethyl)-2-fluorophenyl)ethyl)amino)-5-(1,3-dioxolane-2-yl)-2-methoxypyrimidin-4-yl)-N-((4-methoxytetrahydro-2H-pyran-4-yl)methyl)propanamide FC(C=1C(=C(C=CC1)[C@@H](C)NC1=C(C(=NC(=N1)OC)C(C(=O)NCC1(CCOCC1)OC)C)C1OCCO1)F)F